2,6-di-t-butyl-4-heptyl-phenol C(C)(C)(C)C1=C(C(=CC(=C1)CCCCCCC)C(C)(C)C)O